FC1=CC=C(C=C1)C=1C(=CC=CC1)C(=O)NC1=CC=C(C=N1)C(=O)O 6-{4'-fluoro-[1,1'-biphenyl]-2-amido}pyridine-3-carboxylic acid